(4,4-difluoro-1-piperidinyl)(3-(2-(trifluoromethyl)-3-pyridinyl)-6-quinoxalinyl)methanone FC1(CCN(CC1)C(=O)C=1C=C2N=C(C=NC2=CC1)C=1C(=NC=CC1)C(F)(F)F)F